FC=1C=C(C=C(C1O)C=O)NS(=O)(=O)C1=CC=C(C=C1)N1CCCC1 N-(3-fluoro-5-formyl-4-hydroxyphenyl)-4-(pyrrolidin-1-yl)benzenesulfonamide